CNC1=C(C(=O)N)C(=CC=C1)N1CCC2(CC2)CC1 2-methylamino-6-(6-azaspiro[2.5]octan-6-yl)benzamide